ClC=1C(=NC=NC1N1CC2(COC2)C1)NC1=NNC2=CC(=CC=C12)[C@@H]1C[C@@]12C(NC1=CC=C(C=C21)OC)=O (1R,2S)-2-[3-[[5-chloro-6-(2-oxa-6-azaspiro[3.3]hept-6-yl)pyrimidin-4-yl]amino]-1H-indazol-6-yl]-5'-methoxy-spiro[cyclopropan-1,3'-indoline]-2'-one